bis(2,4-difluorophenyl) sulfide FC1=C(C=CC(=C1)F)SC1=C(C=C(C=C1)F)F